O=C1NC(CCC1N1C(C2=CC=C(C=C2C1=O)N1CCC(CC1)C(=O)N1CCC(CC1)OCC1CCNCC1)=O)=O 2-(2,6-dioxo-3-piperidinyl)-5-[4-[4-(4-piperidinylmethoxy)piperidine-1-carbonyl]-1-piperidinyl]isoindoline-1,3-dione